C(CCCCCCCCCCCCCCCCC)OCC(COCCCCCCCCCCCCCCCCCC)(COCCCCCCCCCCCCCCCCCC)NCCC(=O)O 3-((1,3-bis(stearyloxy)-2-((stearyloxy)methyl)propan-2-yl)amino)propanoic acid